CN(CCCCC=C(CCCCCCCC\C=C/C\C=C/CCCCC)CCCCCCCC\C=C/C\C=C/CCCCC)C (15z,18z)-N,N-dimethyl-6-((9z,12z)-octadeca-9,12-dien-1-yl)tetracos-5,15,18-trien-1-amine